6-(7-(((3S)-4,4-difluoro-3-hydroxy-1-piperidinyl)carbonyl)-2-quinoxalinyl)-2-methyl-1(2H)-isoquinolinone FC1([C@H](CN(CC1)C(=O)C1=CC=C2N=CC(=NC2=C1)C=1C=C2C=CN(C(C2=CC1)=O)C)O)F